BrC=1C=CC(=NC1CC)C=1N=NN(C1COC=1N=NNC1C(=O)O)C 4-((4-(5-bromo-6-ethylpyridin-2-yl)-1-methyl-1H-1,2,3-triazol-5-yl)methoxy)-1H-1,2,3-triazole-5-carboxylic acid